ClC=1N(C(C2=CC(=CC(=C2C1)C(CF)NC1=C(C(=O)OC)C=CC=C1)C)=O)C methyl 2-((1-(3-chloro-2,7-dimethyl-1-oxo-1,2-dihydroisoquinolin-5-yl)-2-fluoroethyl)amino)benzoate